C(N)(OCC1(CCC(CC1)N)O)=O (((1R,4R)-4-amino-1-hydroxycyclohexyl) methyl) carbamate